CC=1C=CC=C2C(=CC(=NC12)C=1C=NC=CC1)C(=O)O 8-methyl-2-(pyridin-3-yl)quinoline-4-carboxylic acid